CN(CCN(C=1C(=CC(=C(C1)OC)NC=1N=CC2=C(N1)C(=CC(=N2)OC2=CC=C(C=C2)F)C2=CC=CC=C2)N)C)C N1-(2-(dimethylamino)ethyl)-N4-(6-(4-fluorophenoxy)-8-phenylpyrido[3,2-d]pyrimidin-2-yl)-5-methoxy-N1-methylbenzene-1,2,4-triamine